METHYL-3-ISOCYANOBENZOATE COC(C1=CC(=CC=C1)[N+]#[C-])=O